FC=1C=CC(=NC1)NC(C(=O)C=1C(=C(N(C1C)C)C(=O)NC1=CC=CC=C1)C)=O 4-(2-((5-Fluoropyridin-2-yl)amino)-2-oxoacetyl)-1,3,5-trimethyl-N-phenyl-1H-pyrrole-2-carboxamide